C(C1=CC=CC=C1)N1CC(CCC1)(C1=C(C=CC=C1F)F)CC(=O)OCCCC Butyl 2-(1-benzyl-3-(2,6-difluorophenYl)piperidin-3-yl)acetate